O1C(OCC1)C1CCN(CC1)C1=CC2=C(N(C(N2C)=O)C2C(N(C(CC2)=O)COCC[Si](C)(C)C)=O)C=C1 3-{5-[4-(1,3-Dioxolan-2-yl)piperidin-1-yl]-3-methyl-2-oxo-1,3-benzodiazol-1-yl}-1-{[2-(trimethylsilyl)-ethoxy]methyl}piperidine-2,6-dione